2-cyclopropyl-4-((1-phenylpyrrolidin-2-yl)methoxy)pyrimidine-5-carbonitrile C1(CC1)C1=NC=C(C(=N1)OCC1N(CCC1)C1=CC=CC=C1)C#N